C(N)(=O)C1=C(C(=CC(=C1)Cl)C)NC(=O)C=1N(N=C(C1)CN1N=C2C=CC=C(C2=C1)Cl)C1=NC=CC=C1Cl N-(2-carbamoyl-4-chloro-6-methyl-phenyl)-5-[(4-chloroindazol-2-yl)methyl]-2-(3-chloro-2-pyridinyl)pyrazole-3-carboxamide